ClC=1C=C(NC(C(C(=O)N[C@H]2C=C[C@H](C2)C(=O)OC)OC)=O)C=C(C1)Cl methyl (1S,4R)-4-[[3-(3,5-dichloroanilino)-2-methoxy-3-oxo-propanoyl]amino]cyclopent-2-ene-1-carboxylate